5-fluoro-2-(((3-(1-methyl-1H-1,2,3-triazol-4-yl)pyridin-2-yl)amino)methyl)phenol FC=1C=CC(=C(C1)O)CNC1=NC=CC=C1C=1N=NN(C1)C